FC1=C(C=CC=2C=COC21)CO (7-fluorobenzofuran-6-yl)methanol